(3R,5R,7R)-N-(4-((1S,3S)-3-butyl-6-fluoro-1,2,3,4-tetrahydroisoquinolin-1-yl)phenyl)adamantan-1-amine C(CCC)[C@@H]1N[C@H](C2=CC=C(C=C2C1)F)C1=CC=C(C=C1)NC12CC3CC(CC(C1)C3)C2